CN1CC(C(CC1)NC(=O)C=1C=2C=CN(C2C=C(C1)C#CCNC=1C(OC)=CC=C(C1)S(=O)(=O)C)CC(F)(F)F)C N-(1-methyl-3-methyl-4-piperidyl)-6-[3-(4-mesyl-2-anisidino)-1-propynyl]-1-(2,2,2-trifluoroethyl)-4-indolecarboxamide